(2S,4R)-4-cyclopropyl-N-((S,E)-4-(methylsulfonyl)but-3-en-2-yl)-2-phenylpyrrolidine-1-carboxamide C1(CC1)[C@H]1C[C@H](N(C1)C(=O)N[C@@H](C)\C=C\S(=O)(=O)C)C1=CC=CC=C1